N[C@H](C(=O)O)CC(=O)C=1N=NN(N1)C1=CC=C(C=C1)N(C)C (S)-2-amino-4-(2-(4-(dimethylamino)phenyl)-2H-tetrazol-5-yl)-4-oxobutanoic acid